(2-(((tert-butoxycarbonyl)amino)methyl)phenyl)boronic acid C(C)(C)(C)OC(=O)NCC1=C(C=CC=C1)B(O)O